(5S,7S)-7-Fluoro-5-(4-fluorophenyl)-2-[(1S,2S)-2-fluorocyclopropyl]sulfonyl-6,7-dihydro-5H-pyrrolo[1,2-b][1,2,4]triazol F[C@H]1C[C@H](N2N=C(N=C21)S(=O)(=O)[C@@H]2[C@H](C2)F)C2=CC=C(C=C2)F